2,7-dioxaoctane COCCCCOC